N1(CCC1)C1=NC2=CC=CC=C2C=N1 2-(azetidin-1-yl)quinazolin